diethyl ((2-fluoro-N-(trimethylsilyl)phenylsulfonimidoyl)methyl)phosphonate FC1=C(C=CC=C1)S(=O)(=N[Si](C)(C)C)CP(OCC)(OCC)=O